FC=1C=C(C=CC1O)C(CN1C[C@@H]2[C@H](C1)CC(C2)OC2=CC=C(C=C2)F)=O 1-(3-fluoro-4-hydroxyphenyl)-2-((3aR,5r,6aS)-5-(4-fluorophenoxy)hexahydrocyclopenta[c]pyrrol-2(1H)-yl)ethanone